(7-Chloro-3-methyl-3H-imidazo[4,5-b]pyridin-5-yl)-((R)-2-methyl-1-trifluoromethyl-propyl)-amine ClC1=C2C(=NC(=C1)N[C@H](C(C)C)C(F)(F)F)N(C=N2)C